N1N=C(C=2C1=NC(=NC2)N)N 1H-pyrazolo[3,4-d]pyrimidine-3,6-diamine